3-fluoro-4-methoxybenzaldehyde hydrazone FC=1C=C(C=NN)C=CC1OC